azobenzen-oxide N(=NC12C(C=CC=C1)O2)C2=CC=CC=C2